The molecule is an organonitrogen heterocyclic compound that is lucidine B in which the hydrogen at the 4a position of the dodecahydrobenzo[5,6]cyclohepta[1,2-b]pyridinyl moiety is substituted by a hydroxy group. It is an organonitrogen heterocyclic compound, a tertiary alcohol, a tertiary amino compound and a decahydroquinoline alkaloid. It derives from a lucidine B. C[C@@H]1C[C@H]2CC3=N[C@@H](CC[C@@]3([C@@H]4C[C@H]2[C@H](C1)N(C4)C)O)C[C@H]5C[C@@H](C[C@@H]6[C@H]5CCCN6C(=O)C)C